3-(Methoxymethyl)-6-(2-naphthyl)-4-oxo-4,5-dihydropyrazolo[1,5-a]pyrazine-2-carboxylic acid COCC=1C(=NN2C1C(NC(=C2)C2=CC1=CC=CC=C1C=C2)=O)C(=O)O